NC=1C(=NC(=C(N1)C=1OC=CN1)C=1C=CC=2N(C1)C(=CN2)C)C(=O)NCC2=NC(=CC=C2)N2C[C@H]1CC[C@@H](C2)N1C 3-Amino-N-((6-((1r,5s)-8-methyl-3,8-diazabicyclo[3.2.1]oct-3-yl)pyridin-2-yl)methyl)-6-(3-methylimidazo[1,2-a]pyridin-6-yl)-5-(Oxazol-2-yl)pyrazine-2-carboxamide